tert-butyl N-[2-(4-bromo-2-methyl-1H-pyrazol-3-yl)oxyethyl]carbamate BrC=1C(N(NC1)C)OCCNC(OC(C)(C)C)=O